3-fluoro-5-[(2-methylphenyl)ethynyl]-2-isopropylphenol FC=1C(=C(C=C(C1)C#CC1=C(C=CC=C1)C)O)C(C)C